2-{4-[(3-{4-[(1-methylpiperidin-4-yl)amino]-1-(2,2,2-trifluoroethyl)-1H-indol-2-yl}prop-2-yn-1-yl)amino]phenyl}propan-2-ol CN1CCC(CC1)NC1=C2C=C(N(C2=CC=C1)CC(F)(F)F)C#CCNC1=CC=C(C=C1)C(C)(C)O